methyl 2-cyclohexyl-3-[2-(5-fluoro-2-methoxyphenyl)-3-methoxy-3-oxopropyl]-3H,6H,7H,8H,9H-imidazo[4,5-h]isoquinoline-8-carboxylate C1(CCCCC1)C1=NC2=C(C=CC=3CCN(CC23)C(=O)OC)N1CC(C(=O)OC)C1=C(C=CC(=C1)F)OC